2-[3-[(E)-3-(2-Hydroxyphenyl)-3-oxoprop-1-enyl]phenoxy]-2-methylpropanoic acid OC1=C(C=CC=C1)C(/C=C/C=1C=C(OC(C(=O)O)(C)C)C=CC1)=O